isopropyl (2R,3S,5R)-3-((N,N-dimethyl sulfamoyl)amino)-5-methyl-2-(((6-(pyrimidin-2-yl)bicyclo[4.1.0]heptan-3-yl)oxy)methyl)pyrrolidine-1-carboxylate CN(S(=O)(=O)N[C@@H]1[C@@H](N([C@@H](C1)C)C(=O)OC(C)C)COC1CC2CC2(CC1)C1=NC=CC=N1)C